3-methyleneheptan-1-ol C=C(CCO)CCCC